COC(=O)C=1C=2C(C(C(NC2C=C(C1)F)C)C1=C(C=C(C=C1)F)F)=O 3-(2,4-difluorophenyl)-7-fluoro-2-methyl-4-oxo-2,3-dihydro-1H-quinoline-5-carboxylic acid methyl ester